OC1=C(C(=O)O)C(=C(C(=C1)O)C\C=C(\CC\C=C(\CCC=C(C)C)/C)/C)CCCCC 2,4-dihydroxy-5-[(2e,6e)-3,7,11-trimethyl-2,6,10-dodecatrien-1-yl]-6-n-pentylbenzoic acid